5,5a,6,7,8,9,9a,10-octahydro-2H-pyrido[4,3-f]pyrrolo[3,4-b][1,4,5]oxathiazocine-1-carboxamide C=1(NC=C2C1OCC1C(NS2)CCNC1)C(=O)N